5-amino-6-((2s,5s)-4-(tert-butoxycarbonyl)-2,5-dimethylpiperazin-1-yl)-2-(((S)-1-methylpyrrolidin-2-yl)methoxy)pyrimidine-4-carboxylic acid NC=1C(=NC(=NC1N1[C@H](CN([C@H](C1)C)C(=O)OC(C)(C)C)C)OC[C@H]1N(CCC1)C)C(=O)O